N=1N=C(N2C1C=CC=C2)[C@@H]2C[C@@H](CCC2)NC2=NC=C(C(=N2)OC2(COC2)C(F)(F)F)C(F)(F)F N-[(1R,3S)-3-([1,2,4]triazolo[4,3-a]pyridin-3-yl)cyclohexyl]-5-(trifluoromethyl)-4-[3-(trifluoromethyl)oxetan-3-yl]oxy-pyrimidin-2-amine